BrCCOCCOC1=C2C(N(C(C2=CC=C1)=O)C1C(NC(CC1)=O)=O)=O 4-(2-(2-bromoethoxy)ethoxy)-2-(2,6-dioxopiperidin-3-yl)isoindole-1,3-dione